BrC=1C=C(C=CC1)C(C)C1=C2C(=NC(=NC2=CC(=C1OC)OCCCCCCCN1CCC(CC1)C(F)(F)F)C)N (1-(3-Bromophenyl)ethyl)-6-methoxy-2-methyl-7-((7-(4-(trifluoromethyl)-piperidin-1-yl)heptyl)oxy)quinazolin-4-amine